(R)-1-(5-Chloro-2-(4,4-dimethylpiperidin-1-yl)phenoxy)-N-((6-((1-hydroxy-3-methylbutan-2-yl)amino)pyridin-2-yl)sulfonyl)cyclopropane-1-carboxamide ClC=1C=CC(=C(OC2(CC2)C(=O)NS(=O)(=O)C2=NC(=CC=C2)N[C@@H](CO)C(C)C)C1)N1CCC(CC1)(C)C